N-(2,4-dimethyl-1-phenylpent-2-yl)-8-fluoroquinoline-3-carboxamide CC(CC1=CC=CC=C1)(CC(C)C)NC(=O)C=1C=NC2=C(C=CC=C2C1)F